ClC1=C(C=CC(=C1)C(F)(F)F)NC(CN1C=2N(C(C(=C1CC)N1C[C@H](NCC1)C)=O)N=C(N2)C2=CCC1(CCCO1)CC2)=O N-(2-chloro-4-(trifluoromethyl)phenyl)-2-(5-ethyl-6-((R)-3-methylpiperazin-1-yl)-7-oxo-2-(1-oxaspiro[4.5]dec-7-en-8-yl)-[1,2,4]triazolo[1,5-a]pyrimidin-4(7H)-yl)acetamide